N-(8-fluoro-2-methylimidazo[1,2-a]pyridin-6-yl)-7-(piperazin-1-yl)-[1,2,4]triazolo[4,3-a]pyridin-3-amine bis(2,2,2-trifluoroacetate) FC(C(=O)O)(F)F.FC(C(=O)O)(F)F.FC=1C=2N(C=C(C1)NC1=NN=C3N1C=CC(=C3)N3CCNCC3)C=C(N2)C